C(C)(=O)N[C@@H](CCCCN)C(=O)O acetyl-L-lysine